ClC1=C(C(=CC=C1)Cl)C=1C=C2C(=NN(C2=CC1)C(C1=CC=CC=C1)(C1=CC=CC=C1)C1=CC=CC=C1)NC(=O)[C@@H]1CN(CC1)C(=O)OC(C)(C)C tert-Butyl (3S)-3-{[5-(2,6-dichlorophenyl)-1-trityl-1H-indazol-3-yl]carbamoyl}pyrrolidine-1-carboxylate